1-methyl-2,3,4,5-tetrahydro-1H-benzo[b]azepine-5-carbonitrile CN1C2=C(C(CCC1)C#N)C=CC=C2